(s)-TERT-BUTYL 2-OXO-1-PHENYLETHYLCARBAMATE O=C[C@H](C1=CC=CC=C1)NC(OC(C)(C)C)=O